OC1=C(C=C(C=C1)C1(C2=CC=CC=C2C=2C=CC=CC12)C1=CC(=C(C=C1)O)C1=CC=CC=C1)C1=CC=CC=C1 9,9-bis(4-hydroxy-3-phenyl-phenyl)fluorene